OC(CC1=CC=C(C=C1)C(C)(C)C1=CC=C(C=C1)CC(COC(C(=C)C)=O)O)COC(C(=C)C)=O 2,2-Bis[4-(2-hydroxy-3-methacryloyloxypropyl)phenyl]propan